ONC(COC)=N N-hydroxy(methoxy)acetamidine